ClC=1C=C(C=CC1Cl)C1(CC1)C(=O)N[C@@H]1C[C@@H](OC2=C1C=CC(=C2)OC)C2=CC=C(C(=O)O)C=C2 4-[(2R,4R)-4-{[1-(3,4-dichlorophenyl)cyclopropane-1-carbonyl]amino}-7-methoxy-3,4-dihydro-2H-1-benzopyran-2-yl]benzoic acid